4-Amino-6-(benzo[d][1,3]dioxol-4-ylamino)-N-(2,3-dihydro-1H-inden-2-yl)pyridineamide NC1=CC(=NC(=C1)NC1=CC=CC=2OCOC21)C(=O)NC2CC1=CC=CC=C1C2